tert-butyl 3-[1-[1-(2,6-dioxo-3-piperidyl) indolin-4-yl]azetidin-3-yl]propanoate O=C1NC(CCC1N1CCC2=C(C=CC=C12)N1CC(C1)CCC(=O)OC(C)(C)C)=O